[3-(dimethylamino) propyl]-11-methyl-6-oxo-4-{3-[(1-oxononadecyl) oxy] propyl}-7,11-diaza-5-oxadodec-1-yl nonadecanoate C(CCCCCCCCCCCCCCCCCC)(=O)OCCCC(OC(NCCCN(CCCCN(C)C)C)=O)CCCOC(CCCCCCCCCCCCCCCCCC)=O